2-methoxycarbonylamino-1H-benzoimidazole COC(=O)NC1=NC2=C(N1)C=CC=C2